C(C)(=O)[O-].C[N+]1=C(C=CC=C1)CC 1-Methyl-2-ethylpyridinium acetat